[Cu](=S)=S.[Bi] bismuth copper disulfide